7-((tert-Butyldimethylsilyl)oxy)-3-(4-(2-morpholino-ethoxy)phenyl)-3,4-dihydro-2H-benzo[e][1,3]oxazin-2-one [Si](C)(C)(C(C)(C)C)OC1=CC2=C(CN(C(O2)=O)C2=CC=C(C=C2)OCCN2CCOCC2)C=C1